ClC1=C(C(=CC=C1Cl)O)C(NC(COC)=O)C1=CC=NC=C1 N-[(2,3-dichloro-6-hydroxyphenyl)(pyridin-4-yl)methyl]-2-methoxyacetamide